C(=C)S(=O)(=O)N1[C@](CC1)(C)COC=1C=NC=CC1C1=C(C2=NC=CC=C2N1)C1=CC=CC=C1 2-(3-{[(2S)-1-(ethenesulfonyl)-2-methylazetidin-2-yl]methoxy}pyridin-4-yl)-3-phenyl-1H-pyrrolo[3,2-b]pyridine